rac-6-((6-(1,3-dimethyl-1H-pyrazol-4-yl)pyridin-3-yl)methyl)-2-(trans-2-hydroxycyclopentyl)-5-methylisoindolin-1-one CN1N=C(C(=C1)C1=CC=C(C=N1)CC1=C(C=C2CN(C(C2=C1)=O)[C@H]1[C@@H](CCC1)O)C)C |r|